C(CCCCCCCCCCC)OC(\C=C\C1=CC(OC)=C(O)C=C1)=O ferulic acid lauryl ester